(3R,5R,7R)-adamantane-1-carboxylic acid C12(CC3CC(CC(C1)C3)C2)C(=O)O